4-methyl-N-(5-methyl-1-tetrahydropyran-2-yl-indazol-4-yl)-2-[[1-(2-oxo-2-pyrrolidin-1-yl-ethyl)pyrazol-3-yl]amino]thiazole-5-carboxamide CC=1N=C(SC1C(=O)NC1=C2C=NN(C2=CC=C1C)C1OCCCC1)NC1=NN(C=C1)CC(N1CCCC1)=O